2-{7-bromo-4-[(2,6-dioxopiperidin-3-yl)carbamoyl]-2-methyl-1H-1,3-benzodiazol-1-yl}acetic acid hydrochloride Cl.BrC1=CC=C(C2=C1N(C(=N2)C)CC(=O)O)C(NC2C(NC(CC2)=O)=O)=O